4-(2-chlorophenyl)-4-azido-2-butanone ClC1=C(C=CC=C1)C(CC(C)=O)N=[N+]=[N-]